(E)-5-[2-(3-chloropyridin-2-yl)vinyl]-4-fluoro-2-isopropylbenzene-1,3-diol ClC=1C(=NC=CC1)/C=C/C=1C(=C(C(=C(C1)O)C(C)C)O)F